NC(C(=O)[O-])CC=1C(=NOC1C)O (alpha-amino-3-hydroxy-5-methyl-4-isoxazole propionate)